8-fluoro-4-methyl-2-(2-methylquinolin-4-yl)-1H,2H,3H-pyrrolo[3,4-c]quinoline-1,3-dione FC1=CC=2C3=C(C(=NC2C=C1)C)C(N(C3=O)C3=CC(=NC1=CC=CC=C31)C)=O